(4-hydroxyphenyl)piperidine-1-carboxylic acid tert-butyl ester C(C)(C)(C)OC(=O)N1C(CCCC1)C1=CC=C(C=C1)O